ClC=1C(=NC=CC1I)NCC1=CC=C(C=C1)OC chloro-4-iodo-N-(4-methoxybenzyl)pyridin-2-amine